3,4-dihydrospiro[benzo[b][1,4]oxazine-2,1'-cyclopropane] C12(CC1)CNC1=C(O2)C=CC=C1